C(C)(C)(C)OC(NCC#CC1=NN2C(C=CC=C2N[C@H]2[C@H](CN(CC2)C)F)=C1CC)=O [3-(3-ethyl-7-{[(3S,4R)-3-fluoro-1-methylpiperidin-4-yl]amino}-pyrazolo[1,5-a]pyridin-2-yl)prop-2-yn-1-yl]carbamic acid tert-butyl ester